BrC=1C=C(C=C(C1O)Br)S(=O)(=O)C1=CC(=C(C(=C1)Br)O)Br Bis(3,5-dibromo-4-hydroxyphenyl) sulfone